3-amino-N-(3-(4-amino-4-methylpiperidin-1-yl)pyridin-2-yl)-6-(6-fluoroquinazolin-4-yl)pyrazine-2-carboxamide NC=1C(=NC(=CN1)C1=NC=NC2=CC=C(C=C12)F)C(=O)NC1=NC=CC=C1N1CCC(CC1)(C)N